OC=1C=C(C=CC1O)[C@@H]1OC2=CC(=CC(=C2C([C@H]1O)=O)O)O (2S,3S)-2-(3,4-dihydroxyphenyl)-3,5,7-trihydroxychroman-4-one